(S)-10-((2-chloro-5-fluoropyrimidin-4-yl)amino)-2-cyclopropyl-3,3-difluoro-7-methyl-1,2,3,4-tetrahydro-[1,4]oxazepino[2,3-c]quinolin-6(7H)-one ClC1=NC=C(C(=N1)NC1=CC=2C3=C(C(N(C2C=C1)C)=O)OCC([C@@H](N3)C3CC3)(F)F)F